ClC=1C(=NC(=NC1)NC1=CC=C(C=C1)N1CCC(CC1)N1CCN(CC1)C)C1=CN(C2=CC=CC=C12)SCC 5-chloro-4-(1-(ethylsulfanyl)-1H-indol-3-yl)-N-(4-(4-(4-methylpiperazin-1-yl)piperidin-1-yl)phenyl)pyrimidin-2-amine